CC1=C(C=CC=C1N1C(C2=CC=C(C=C2C1=O)CN1[C@@H](CCCC1)C(=O)O)=O)C1=CC=CC=C1 (S)-1-((2-(2-Methyl-[1,1'-biphenyl]-3-yl)-1,3-dioxoisoindoline-5-yl)Methyl)piperidine-2-carboxylic acid